FC=1C(=NN2C1N=C(C=C2C2=CC=CC=C2)C2=CC=CC=C2)C(=O)NC2CN(C2)C 3-Fluoro-N-(1-methylazetidin-3-yl)-5,7-diphenylpyrazolo[1,5-a]pyrimidine-2-carboxamide